OC=1C(=NN2C1CNCCC2)C(=O)N(C)C 3-hydroxy-N,N-dimethyl-5,6,7,8-tetrahydro-4H-pyrazolo[1,5-a][1,4]diazepine-2-carboxamide